6-chloro-N-(4-(difluoromethoxy)-2,5-difluorophenyl)pyrazolo[1,5-a]pyridine-3-sulfonamide ClC=1C=CC=2N(C1)N=CC2S(=O)(=O)NC2=C(C=C(C(=C2)F)OC(F)F)F